3-chloro-4-(4,4,5,5-tetramethyl-1,3,2-dioxaborolan-2-yl)-1-([2-(trimethylsilyl)ethoxy]methyl)pyrazole ClC1=NN(C=C1B1OC(C(O1)(C)C)(C)C)COCC[Si](C)(C)C